C(CCC)N1N=C(C(=C1C(C)(C)C)O)CCC Butyl-5-tert-butyl-4-hydroxy-3-n-propyl-pyrazol